ClC1=C2C(=NC(=C1)C1=NC=CC=C1)CCC2 2-[4-chloro-5H,6H,7H-cyclopenta[b]pyridin-2-yl]pyridine